imidazolo[1,2-c]pyrimidine N=1C=CN2C=NC=CC21